Benzyl 4-(4-amino-4-oxobutyl)piperidine-1-carboxylate NC(CCCC1CCN(CC1)C(=O)OCC1=CC=CC=C1)=O